(benzamide) thiophene-3-carboxylate S1C=C(C=C1)C(=O)O.C(C1=CC=CC=C1)(=O)N